(4-amino-7-fluoro-1,3-dihydrofuro[3,4-c]quinolin-8-yl)(3-(4-(trifluoromethyl)phenyl)-1-azetidinyl)methanone NC1=NC=2C=C(C(=CC2C2=C1COC2)C(=O)N2CC(C2)C2=CC=C(C=C2)C(F)(F)F)F